NC=1N=NC(=CC1N1CC2CCC(C1)N2C2=CC(=NC=C2)CCCOCCOCCN2CCN(CC2)CC(=O)O)C2=C(C=CC=C2)O 2-[4-(2-[2-[3-(4-[3-[3-amino-6-(2-hydroxyphenyl)pyridazin-4-yl]-3,8-diazabicyclo[3.2.1]octan-8-yl]pyridin-2-yl)propoxy]ethoxy]ethyl)piperazin-1-yl]acetic acid